N-(4-methylpentyl)pentane-1,4-diamine CC(CCCNCCCC(C)N)C